FC(C(=O)O)(F)F.ClC1=C(C=C(C=C1)Cl)NC=1N=NNC1C(=O)O 4-((2,5-dichlorophenyl)amino)-1H-1,2,3-triazole-5-carboxylic acid 2,2,2-trifluoroacetate